BrC=1C=C(C=NC1)[C@H]1OCC[C@@H]1NC(N([C@@H](C)C1=CC=NC=C1)C)=O |&1:7,11| 3-[(2RS,3SR)-2-(5-bromo-3-pyridyl)tetrahydrofuran-3-yl]-1-methyl-1-[(1S)-1-(4-pyridyl)ethyl]urea